[C@H]12CN(C[C@H](CC1)N2)C=2C1=C(N=C(N2)OCC23CCCN3CCC2)C(=C(N=C1)C1=C(C(=CC=C1)Cl)C1CC1)F 4-((1R,5S)-3,8-diazabicyclo[3.2.1]octan-3-yl)-7-(3-chloro-2-cyclopropylphenyl)-8-fluoro-2-((tetrahydro-1H-pyrrolizin-7a(5H)-yl)methoxy)pyrido[4,3-d]pyrimidine